(2S)-2-amino-6-[[2-(2-fluoro-4-pyridyl)acetyl]amino]hexanoic acid N[C@H](C(=O)O)CCCCNC(CC1=CC(=NC=C1)F)=O